C(C)(C)(C)OC(=O)N[C@H](C(=O)N[C@H](C(=O)NC=1C=CC(=C(CN(C(OCC#C)=O)CC#C)C1)COC(=O)OC1=CC=C(C=C1)[N+](=O)[O-])CCCNC(=O)N)C(C)C prop-2-yn-1-yl 5-((S)-2-((S)-2-((tert-butoxycarbonyl)amino)-3-methylbutanamido)-5-ureidopentanamido)-2-((((4-nitrophenoxy)carbonyl)oxy)methyl)benzyl(prop-2-yn-1-yl)carbamate